FC(C)(F)C1=NC(=CC(=N1)NC1=C(C=NC(=C1)NC(C)=O)C1=NC=C(C=C1)CN(C)C)C N-(4'-((2-(1,1-difluoroethyl)-6-methylpyrimidin-4-yl)amino)-5-((dimethylamino)methyl)-[2,3'-bipyridin]-6'-yl)acetamide